ClC1=NC=C(C(=N1)N[C@@H]1CN(CCC1)C(=O)OC(C)(C)C)CNC1=C(C=CC=C1C)F tert-butyl (3S)-3-[[2-chloro-5-[(2-fluoro-6-methyl-anilino)methyl] pyrimidin-4-yl]amino]piperidine-1-carboxylate